N-Boctert.leucine C(=O)(OC(C)(C)C)N[C@@H](C(C)(C)C)C(=O)O